methyl 2''-(difluoromethyl)-3-fluoro-5''-methoxy-2-oxo-2H-[1,2':4',4''-terpyridine]-5'-carboxylate FC(C1=NC=C(C(=C1)C1=CC(=NC=C1C(=O)OC)N1C(C(=CC=C1)F)=O)OC)F